NC1=NC=NN2C1=CC=C2[C@]2([C@@H]([C@@H]([C@H](O2)COC(=O)O[C@@H]([C@H](N(C)C)C(=O)OC2CCCC2)C)O)O)C#N cyclopentyl O-((((2R,3S,4R,5R)-5-(4-aminopyrrolo[2,1-f][1,2,4]triazin-7-yl)-5-cyano-3,4-dihydroxytetrahydrofuran-2-yl)methoxy)carbonyl)-N,N-dimethyl-L-threoninate